CC(C)(C)CC(C)(C)N 1,3,3-tetramethylbutylamine